N',N''-methylenebis[3-[1-(hydroxymethyl)-2,5-dioxoimidazolidin-4-yl]urea] C(NC(=O)NC1NC(N(C1=O)CO)=O)N(C(N)=O)C1NC(N(C1=O)CO)=O